N-[5-[3-(3,3-dimethylbutoxy)-5-fluoro-phenyl]-4-(2,6-dimethylphenyl)thiazol-2-yl]-2-fluoro-pyridin-4-sulfonamide CC(CCOC=1C=C(C=C(C1)F)C1=C(N=C(S1)NS(=O)(=O)C1=CC(=NC=C1)F)C1=C(C=CC=C1C)C)(C)C